oxo-vanadium O=[V]